The molecule is a pentacyclic triterpenoid that is hopane in which a hydrogen attached to C-29 is replaced by a 2-hydroxyethyl group. It is a pentacyclic triterpenoid and a primary alcohol. CC(CCCO)[C@H]1CC[C@]2([C@H]1CC[C@@]3([C@@H]2CC[C@H]4[C@]3(CC[C@@H]5[C@@]4(CCCC5(C)C)C)C)C)C